dipotassium peroxy disulfate S1(=O)(=O)OOOOS(O1)(=O)=O.[K].[K]